normal hexyl acetate C(C)(=O)OCCCCCC